N1(CC1)C=1C(=C(C(=O)O)C=CC1)N1CC1 bisaziridinylbenzoic acid